ClC1=C(C(=CC=C1)Cl)N1N=C(C(=N1)C(=O)N)NC1=NC=C(C=C1)N1CCOCC1 2-(2,6-dichlorophenyl)-5-((5-morpholinopyridin-2-yl)amino)-2H-1,2,3-triazole-4-carboxamide